CC1=CC(=C(C=C1)O)C12CC3(CC(CC(C1)(C3)C)(C2)C)C 4-methyl-2-((3r,5r,7r)-3,5,7-trimethyladamantan-1-yl)phenol